ClC1=CC=C(C=C1)C1=NN(C(C1C=1SC=CC1)C)C(=O)NS(=O)(=O)C1=CC=C(C=C1)C(F)(F)F 3-(4-chlorophenyl)-5-methyl-4-(thiophen-2-yl)-N-((4-(trifluoromethyl)phenyl)sulfonyl)-4,5-dihydro-1H-pyrazole-1-carboxamide